vinylmethanol C(=C)CO